C1(CC1)C1=C(C(=NO1)C1=C(C=CC=C1Cl)Cl)COC1C(CNCC1)C 5-cyclopropyl-3-(2,6-dichlorophenyl)-4-(((3-methylpiperidin-4-yl)oxy)methyl)isoxazole